1-((1s,3s)-3-(6-oxa-2-azabicyclo[3.2.1]oct-2-yl)-3-methylcyclobutyl)-6-bromo-3,3-dimethyl-1,3-dihydro-2H-pyrrolo[3,2-b]pyridin-2-one [C@@H]12N(CCC(OC1)C2)C2(CC(C2)N2C(C(C1=NC=C(C=C12)Br)(C)C)=O)C